ethyl 4-(ethylamino)-3-nitrobenzoate C(C)NC1=C(C=C(C(=O)OCC)C=C1)[N+](=O)[O-]